(4-(trifluoromethyl)benzyl)-phosphonium bromide [Br-].FC(C1=CC=C(C[PH3+])C=C1)(F)F